FC1=C(C(=C(C=C1F)F)F)S 2,3,5,6-tetrafluorobenzenethiol